C(C=C)(=O)N1C(CN(CC1)C(=O)OC(C)(C)C)C(N)=O tert-Butyl 4-acryloyl-3-carbamoylpiperazine-1-carboxylate